NC1=NC=C(C2=C1C(=C(N2C)I)C2=CC=C(C=C2)N=S2(CCCCC2)=O)C#N 4-amino-2-iodo-1-methyl-3-(4-((1-oxotetrahydro-2H-1λ6-thiopyran-1-ylidene)amino)phenyl)-1H-pyrrolo[3,2-c]pyridine-7-carbonitrile